N-((R)-1-(2-methyl-3-(trifluoromethyl)phenyl)ethyl)-4-(((1R,4R)-6-methyl-6-azaspiro[3.5]non-1-yl)amino)-6-oxo-1-(tetrahydro-2H-pyran-4-yl)-1,6-dihydropyridine-3-carboxamide CC1=C(C=CC=C1C(F)(F)F)[C@@H](C)NC(=O)C1=CN(C(C=C1N[C@@H]1CC[C@]12CN(CCC2)C)=O)C2CCOCC2